(3S,4S)-4-amino-3-methyl-2-oxa-8-azaspiro[4.5]Decane dihydrochloride Cl.Cl.N[C@@H]1[C@@H](OCC12CCNCC2)C